1-amino-2-(3-hydroxy-2,6-dimethylphenyl)-4-methyl-2,8-dihydro-9H-2,3,5,8-tetraazabenzo[cd]azulene-9-one NC=1N(C2=C3C(C=CNC(C13)=O)=NC(=N2)C)C2=C(C(=CC=C2C)O)C